1-bromo-3-(difluoromethoxy)-5-methoxybenzene BrC1=CC(=CC(=C1)OC)OC(F)F